(R)-4-(azepan-4-yloxy)-6-phenylpyrazolo[1,5-a]pyrazine N1CC[C@@H](CCC1)OC=1C=2N(C=C(N1)C1=CC=CC=C1)N=CC2